1,3-dichlorobromo-5,5-dimethylhydantoin ClN1C(=O)N(C(=O)C1(CBr)C)Cl